IC=1N=C(NC1C)C1=NC=CC=C1 2-(4-iodo-5-methyl-1H-imidazol-2-yl)pyridine